(4-(6-(4-((1-(3-fluoropropyl)azetidin-3-yl)methyl)phenyl)-3,8,9,10-tetrahydrocyclohepta[e]indol-7-yl)phenyl)methanol FCCCN1CC(C1)CC1=CC=C(C=C1)C1=C(CCCC=2C=3C=CNC3C=CC21)C2=CC=C(C=C2)CO